1,4-diamino-2-methoxymethyl-benzene sulfate S(=O)(=O)(O)O.NC1=C(C=C(C=C1)N)COC